C(C)(C)(C)C1=NN(C(=C1)NC(=O)NC1=C(C=C(OC=2C(=NC=CC2)C(=O)NC)C=C1)F)C1=CC(=CC=C1)CO {4-[({3-tert-butyl-1-[3-(hydroxymethyl)phenyl]-1H-pyrazol-5-yl}-carbamoyl)-amino]-3-fluorophenoxy}-N-methylpyridine-2-carboxamide